CC1=CC([C@H](CC1)C(=C)C)=O |r| (±)-3-Methyl-6-(prop-1-en-2-yl)cyclohex-2-enone